(dibenzylideneacetone) palladium [Pd].C(C1=CC=CC=C1)=CC(=O)C=CC1=CC=CC=C1